(R)-3-(2,5-dimethoxy-4-methylphenyl)piperidine hydrochloride Cl.COC1=C(C=C(C(=C1)C)OC)[C@@H]1CNCCC1